6-(2-(5-Chloro-2,4-difluorophenyl)-5,6-dihydro-4H-pyrrolo[1,2-b]pyrazol-3-yl)benzo[d]thiazole ClC=1C(=CC(=C(C1)C=1C(=C2N(N1)CCC2)C2=CC1=C(N=CS1)C=C2)F)F